4-iodo-N-(3-methoxyphenyl)benzenesulfonamide IC1=CC=C(C=C1)S(=O)(=O)NC1=CC(=CC=C1)OC